C(C)N(C1=CC=C(C=C1)C=1NC=C(N1)C=O)CC DIETHYL-[4-(4-FORMYLIMIDAZOL-2-YL)-PHENYL]-AMINE